3-(7-fluoro-1-oxo-4-(piperazin-1-yl-2,2,3,3,5,5,6,6-d8)isoindoline-2-yl)piperidine-2,6-dione FC=1C=CC(=C2CN(C(C12)=O)C1C(NC(CC1)=O)=O)N1C(C(NC(C1([2H])[2H])([2H])[2H])([2H])[2H])([2H])[2H]